IC1=C(C2=CC=CC=C2C=C1)C1=C(C=CC2=CC=CC=C12)I (R)-(+)-2,2'-diiodo-1,1'-binaphthalene